BrC1=C(C(=C2C=CC3=CC(=CC4=CC=C1C2=C34)C(C)(C)C)C3=CC=C(C=C3)OC)O 1-bromo-7-tert-butyl-3-(4-methoxyphenyl)-2-hydroxypyrene